ClC1=NC=C2C=C(C(=NC2=C1)C(=O)N(C)C)C=1C=NC(=CC1C)C(CC)=O 7-chloro-N,N-dimethyl-3-(4-methyl-6-propionylpyridin-3-yl)-1,6-naphthyridine-2-carboxamide